2-(2-chloro-1H-indol-3-yl)-N,N-diethylethane-1-amine ClC=1NC2=CC=CC=C2C1CCN(CC)CC